2-Ethylbutyl (S)-2-amino-3-(3,5-difluorophenyl)propanoate N[C@H](C(=O)OCC(CC)CC)CC1=CC(=CC(=C1)F)F